(1r,5s,6s)-N-(3-chlorobenzyl)-3-(5-(5-fluoro-2-methoxypyridin-4-yl)-1H-pyrazole-3-carbonyl)-3-azabicyclo[3.1.1]heptane-6-carboxamide ClC=1C=C(CNC(=O)C2[C@H]3CN(C[C@@H]2C3)C(=O)C3=NNC(=C3)C3=CC(=NC=C3F)OC)C=CC1